6-cyclopropoxy-N-(diphenylmethylene)pyridazin-3-amine C1(CC1)OC1=CC=C(N=N1)N=C(C1=CC=CC=C1)C1=CC=CC=C1